COC=1C=C2CCN(CC2=CC1NC=1N=CC2=C(N1)C(=NC=C2)N[C@@H](CO)C(C)C)C (R)-2-((2-((6-methoxy-2-methyl-1,2,3,4-tetrahydroisoquinolin-7-yl)amino)pyrido[3,4-d]pyrimidin-8-yl)amino)-3-methylbutan-1-ol